OC=1C2=CC=CC=C2C=C2C=CC=C(C12)C 9-hydroxy-methyl-anthracen